(E)-5-phenylpentyl 3-(3,4-dihydroxyphenyl)acrylate OC=1C=C(C=CC1O)/C=C/C(=O)OCCCCCC1=CC=CC=C1